CC(C(=O)O)(C)OC1=C(C=C(C=C1)Cl)Cl methyl-(S)-2-(2,4-dichlorophenoxy)propionic acid